C1(CC1)N1N=CC(=C1)[C@H]1CN(C[C@H](O1)C)C=1N=C(C2=C(N1)N=C(S2)N2C[C@@H](CC2)OC)C2=C(C=C(C=C2)F)F (2S,6R)-2-(1-cyclopropyl-1H-pyrazol-4-yl)-4-(7-(2,4-difluorophenyl)-2-((R)-3-methoxypyrrolidin-1-yl)thiazolo[4,5-d]pyrimidin-5-yl)-6-methylmorpholine